NCC1=CC(=C2C(=N1)C(N(C2C2=C(C=CC(=C2)F)Cl)CC2=CC=C(C=C2)OC)=O)NCC2=C(C=C(C=C2)OC)OC 2-(aminomethyl)-5-(2-chloro-5-fluorophenyl)-4-((2,4-dimethoxybenzyl)amino)-6-(4-methoxybenzyl)-5,6-dihydro-7H-pyrrolo[3,4-b]pyridin-7-one